CN(C)CC=1C=CC(=C(C1)NC(C1=CC=C(C=C1)NC1=NC=C(C(=N1)C1=CC=C(C=C1)C(F)(F)F)SC)=O)C N-(5-dimethylaminomethyl-2-methyl-phenyl)-4-[5-methylsulfanyl-4-(4-trifluoromethyl-phenyl)-pyrimidin-2-ylamino]-benzamide